ClC1=CC=C(N=N1)N(NC(CCC(=O)OCC)=O)C(CCC(=O)OCC)=O Ethyl 4-[2-(6-chloropyridazin-3-yl)-2-(4-ethoxy-4-oxo-butanoyl)hydrazino]-4-oxo-butanoate